OCC(CO)(C)NC(=O)C=1N(N=C2C=CC(=CC12)OCC1=NC=CC=C1)C N-(1,3-dihydroxy-2-methylpropan-2-yl)-2-methyl-5-[(pyridin-2-yl)methoxy]-2H-indazole-3-carboxamide